2,3-dihydro-1-benzofuran-7-carboxylic acid O1CCC2=C1C(=CC=C2)C(=O)O